C(C1=CC=CC=C1)C1=C(N=NN1)C1=CC=CC=C1 benzyl-phenyl-triazole